3-(6-(4,4,5,5-tetramethyl-1,3,2-dioxaborolan-2-yl)benzofuran-3-yl)piperidine-2,6-dione CC1(OB(OC1(C)C)C1=CC2=C(C(=CO2)C2C(NC(CC2)=O)=O)C=C1)C